Dicyclohexyl[2',6'-dimethoxy-(1,1'-biphenyl)-2-yl]phosphine C1(CCCCC1)P(C1=C(C=CC=C1)C1=C(C=CC=C1OC)OC)C1CCCCC1